CC[C@@H](C(=O)O)Br S-2-bromobutyric acid